3-methyl-1-trityl-pyrrolidine-2,5-dione CC1C(N(C(C1)=O)C(C1=CC=CC=C1)(C1=CC=CC=C1)C1=CC=CC=C1)=O